ClC1=C(O[C@H](C)C2=CC=C(O2)C(=O)N2CCN(CC2)CC2=NC3=C(N2C[C@H]2OCC2)C=C(C=C3)C(=O)O)C=CC(=C1)Cl ((4-(5-((R)-1-(2,4-Dichlorophenoxy)ethyl)furan-2-carbonyl)piperazin-1-yl)methyl)-1-(((S)-oxetan-2-yl)methyl)-1H-benzo[d]imidazole-6-carboxylic acid